[C@H]1(CC12CCC2)C=O ((R)-spiro[2.3]hexan-1-yl)methanone